3,7-dimethyl-octyl-trimethyl-tin CC(CC[Sn](C)(C)C)CCCC(C)C